(2S,3S)-dibenzoyl tartrate C(=O)(OC(C1=CC=CC=C1)=O)C(O)C(O)C(=O)OC(C1=CC=CC=C1)=O